Ethyl (S)-3-(5-bromo-2-fluoro-3-(trifluoromethyl)phenyl)-3-((tert-butoxycarbonyl)amino)propanoate BrC=1C=C(C(=C(C1)[C@H](CC(=O)OCC)NC(=O)OC(C)(C)C)F)C(F)(F)F